C1(=CC=CC=C1)C(N1C2CN(C(C1)CC2)CC=2C=C1C(N(C(C1=CC2)=O)N2C(NC(CC2)=O)=O)=O)C2=CC=CC=C2 5-((5-diphenylmethyl-2,5-diazabicyclo[2.2.2]octan-2-yl)methyl)-2-(2,4-dioxotetrahydropyrimidine-1(2H)-yl)isoindoline-1,3-dione